N1CCC(CC1)C(=O)O[Si](C)(C)C trimethylsilyl piperidine-4-carboxylate